C1CC12CN[C@@H](C2)C(=O)O (6S)-5-azaspiro[2.4]heptane-6-carboxylic acid